COC=1C=C2C(=CC=NC2=CC1OC)OC1=CC=C(N)C=C1 4-(6,7-dimethoxy-quinolin-4-yloxy)-aniline